5,6-dihydropyrrolo[1,2-a]Imidazol-7-ol N=1C=2N(CC1)CCC2O